C([C@@H]1[C@H]([C@@H]([C@H]([C@H](O1)OC(=O)C(CO)O)O)O)O)O α-glucosylglyceric acid